OC(C)(C)C1=NC(=CC=C1N1N=NC(=C1)C(=O)NCC=1SC(=NN1)C1=CC=CC=C1)C 1-(2-(2-hydroxypropan-2-yl)-6-methylpyridin-3-yl)-N-((5-phenyl-1,3,4-thiadiazol-2-yl)methyl)-1H-1,2,3-triazole-4-carboxamide